4-hydroxyadipyl-CoA OC(CCC(=O)SCCNC(CCNC([C@@H](C(COP(OP(OC[C@@H]1[C@H]([C@H]([C@@H](O1)N1C=NC=2C(N)=NC=NC12)O)OP(=O)(O)O)(=O)O)(=O)O)(C)C)O)=O)=O)CC(=O)O